2-(2'-hydroxy-5'-acryloxypropyl-phenyl)-2H-benzotriazole OC1=C(C=C(C=C1)CCCOC(C=C)=O)N1N=C2C(=N1)C=CC=C2